(2s,4r)-2-amino-6-azaspiro[3.4]octane-6-carboxylic acid tert-butyl ester C(C)(C)(C)OC(=O)N1CC2(CC(C2)N)CC1